(6-(1-methyl-1H-pyrazol-4-yl)pyridin-3-yl)boronic acid CN1N=CC(=C1)C1=CC=C(C=N1)B(O)O